ethyl 4-[[(1S)-2-hydroxy-1-phenyl-ethyl]amino]-2-(2-methyl-4-methylsulfonyl-anilino)pyrimidine-5-carboxylate OC[C@H](C1=CC=CC=C1)NC1=NC(=NC=C1C(=O)OCC)NC1=C(C=C(C=C1)S(=O)(=O)C)C